OP(=O)(CCC(C(=O)O)=O)C 4-(hydroxy(methyl)phosphinyl)-2-oxobutyric acid